CS(=O)(=O)C=1C=C2C(=C(C(N(C2=CC1)C)=O)C#N)N1CCC(CC1)(C=1OC2=C(N1)C=C(C=C2)C)C 6-(Methylsulfonyl)-1-methyl-4-[4-methyl-4-(5-methyl-1,3-benzooxazol-2-yl)piperidin-1-yl]-2-oxo-1,2-dihydro-quinoline-3-carbonitrile